ClC=1C=C2C(=NC1N1N=CC=N1)N(C=C2C(=O)C=2C=NN(C2C(F)(F)F)C2=CC=CN1C(C=CC=C21)=O)C 9-{4-[5-chloro-1-methyl-6-(2H-1,2,3-triazol-2-yl)-1H-pyrrolo[2,3-b]pyridine-3-carbonyl]-5-(trifluoromethyl)-1H-pyrazol-1-yl}-4H-quinolizin-4-one